Methyl 3-(4-bromothiophen-2-yl)propanoate BrC=1C=C(SC1)CCC(=O)OC